alpha-Methyl-Styrol CC=CC1=CC=CC=C1